COC(=O)C1=NC(=NC(=C1)NC1=CC(=NN1)C)Cl 2-chloro-6-[(3-methyl-1H-pyrazol-5-yl)amino]pyrimidine-4-carboxylic acid methyl ester